3-bromo-4-(4-{(R)-(4-chlorophenyl)[(2-morpholin-4-ylethyl)oxy]methyl}piperidin-1-yl)-1H-pyrazolo[3,4-d]pyrimidine BrC1=NNC2=NC=NC(=C21)N2CCC(CC2)[C@@H](OCCN2CCOCC2)C2=CC=C(C=C2)Cl